benzo[b][1,4]dioxan O1C2=C(OCC1)C=CC=C2